ClC1=CC=C(C=N1)NC1=NC=CC2=CC(=CC=C12)OCC1=NN(C=C1)C N-(6-chloropyridin-3-yl)-6-((1-methyl-1H-pyrazol-3-yl)methoxy)isoquinolin-1-amine